N-α-(9-fluorenylmethoxycarbonyl)-O-(t-butyl)-L-tyrosine CC(C)(C)OC1=CC=C(C=C1)C[C@@H](C(=O)O)NC(=O)OCC2C3=CC=CC=C3C4=CC=CC=C24